N1=C(C=NC(=C1)N)N pyrazin-2,5-diamine